NC1=NC2=CC=C(C=C2C=N1)C=1C(=C(C=CC1F)NS(=O)(=O)C1CCC(CC1)CO)F (1r,4r)-N-[3-(2-aminoquinazolin-6-yl)-2,4-difluorophenyl]-4-(hydroxymethyl)cyclohexane-1-sulfonamide